C(C)[C@H](CS(=O)(=O)N(CC1=CC=C(C=C1)OC)CC1=CC=C(C=C1)OC)CC=C (S)-2-ETHYL-N,N-BIS(4-METHOXYBENZYL)PENT-4-ENE-1-SULFONAMIDE